CN(C1=C(C=CC2=CC=CC=C12)C(C)C)C(C)C N-methyl-N,2-bis(1-methylethyl)-naphthalene-1-amine